exo-(-)-cycloheptyl-methyl ether C1(CCCCCC1)OC